2-(3,5-dichloro-4-((5-chloropyrido[2,3-d]pyridazin-8-yl)oxy)phenyl)-3,5-dioxo-2,3,4,5-tetrahydro-1,2,4-triazine-6-carbonitrile ClC=1C=C(C=C(C1OC=1N=NC(=C2C1N=CC=C2)Cl)Cl)N2N=C(C(NC2=O)=O)C#N